1-methyl-(1,3,3-trimethylpiperidin-4-yl)urea CN(C(=O)N)C1C(CN(CC1)C)(C)C